N1=CC(=CC=C1)C#CC=1C=C(OC1)\C=N/O (Z)-4-(pyridin-3-ylethynyl)furan-2-carbaldehyde oxime